1-[(4-methoxyphenyl)methyl]-7-[2-methyl-4-[6-(trifluoromethyl)-pyrido-[3,2-d]pyrimidin-2-yl]phenyl]-1H,5H,6H,7H,8H-[1,2,3]triazolo[4,5-f][1,4]oxazepin-8-one COC1=CC=C(C=C1)CN1N=NC2=C1C(N(CCO2)C2=C(C=C(C=C2)C=2N=CC1=C(N2)C=CC(=N1)C(F)(F)F)C)=O